N-(2,6-difluorophenyl)-5-fluoro-4-[3-methyl-5-oxo-4-(propan-2-yl)-4,5-dihydro-1H-1,2,4-triazol-1-yl]-2-[(1S)-1-phenylethoxy]benzamide scandium eicosenoate C(C=CCCCCCCCCCCCCCCCCC)(=O)[O-].[Sc+3].FC1=C(C(=CC=C1)F)NC(C1=C(C=C(C(=C1)F)N1N=C(N(C1=O)C(C)C)C)O[C@@H](C)C1=CC=CC=C1)=O.C(C=CCCCCCCCCCCCCCCCCC)(=O)[O-].C(C=CCCCCCCCCCCCCCCCCC)(=O)[O-]